Cl.FC(CC[C@@H]1CNCC1)F 3-(S)-(3,3-difluoropropyl)pyrrolidine hydrochloride